COCC=1SC2=C(N1)C=CC(=C2)N 2-(methoxymethyl)benzo[d]thiazol-6-amine